4-(5-(2,6-difluorophenyl)-3-methyl-1,6-dihydrobenzo[d]pyrazolo[3,4-f][1,3]diazepin-9-yl)morpholine FC1=C(C(=CC=C1)F)C1=NC2=C(C3=C(N1)C=CC(=C3)N3CCOCC3)NN=C2C